CC=1N(N=C2C(=CC(=CC12)NC(NC(C(Cl)(Cl)Cl)=O)=O)Br)C methyl-7-bromo-2-methyl-5-[[(2,2,2-trichloroacetyl)carbamoyl]amino]-2H-indazole